CC=1C=C(C=CC1C)CC (3,4-dimethylphenyl)ethane